N=1C=CN2C1CN(CC2)C2=CN=CC1=C2OCCN1C(=O)C1CN(C1)CC1=CC(=CC=C1)F (8-(5,6-Dihydroimidazo[1,2-a]pyrazin-7(8H)-yl)-2,3-dihydro-4H-pyrido[4,3-b][1,4]oxazin-4-yl)(1-(3-fluorobenzyl)azetidin-3-yl)methanone